CC(C)CCC[C@@H](C)[C@H]1CC[C@H]2[C@@H]3[C@@H]4C(C5=CC(CC[C@]5(CO4)[C@H]3CC[C@]12C)=O)=O 7β,19-Epoxy-cholest-4-en-3,6-dion